1-oxothiophene O=S1C=CC=C1